2,6-di-tert-butylphosphino-2'-methylbiphenyl C(C)(C)(C)PC1=C(C(=CC=C1)PC(C)(C)C)C1=C(C=CC=C1)C